2-Methylene-6,6-dimethylcyclohex-3-ene C=C1CC(CC=C1)(C)C